C(CCCCC)NC1=CC=C(C=C1)NC1=CC=CC=C1 N-hexyl-N'-phenyl-p-phenylenediamine